C1(=CC(=CC=C1)NC(=O)NC(C[C@@H](N)C1=CC=CC=C1)=O)C N-(m-tolylaminocarbonyl)-β-phenylalaninamide